5-bromo-2-cyclobutyl-1,3-Thiazole BrC1=CN=C(S1)C1CCC1